C[C@@H]1O[C@@H](CN(C1)C1=CC=CC(=N1)C1=NC2=CC(=NC=C2C=C1)CNC(C1=CN=CC(=C1)S(=O)(=O)C)=O)C N-((2-(6-((cis)-2,6-dimethylmorpholino)pyridin-2-yl)-1,6-naphthyridin-7-yl)methyl)-5-(methylsulfonyl)nicotinamide